C(C)(=O)OCC[C@H](CCC)NC1=NC(=NC(=C1CC1=C(C=C(OCCCN(CC(=O)OCC)CC(F)F)C=C1)OC)C)N (S)-ethyl 2-((3-(4-((4-(1-acetoxyhexan-3-ylamino)-2-amino-6-methylpyrimidin-5-yl)methyl)-3-methoxyphenoxy)propyl)(2,2-difluoroethyl)amino)acetate